(R)-N'-(1,2,3,5,6,7-hexahydro-s-indacen-4-ylcarbamoyl)-4-(2-hydroxypropan-2-yl)furan-2-sulfonimidamide C1CCC2=C(C=3CCCC3C=C12)NC(=O)N=[S@](=O)(N)C=1OC=C(C1)C(C)(C)O